(S)-3-((2-((1H-benzo[d][1,2,3]triazol-5-yl)methyl)-3-oxoisoindolin-1-yl)methyl)-4-methylpicolinonitrile N1N=NC2=C1C=CC(=C2)CN2[C@H](C1=CC=CC=C1C2=O)CC=2C(=NC=CC2C)C#N